CN(C/C=C/C(=O)N1C[C@H](CC1)OC(=O)N1CCCCC1)C Piperidine-1-carboxylic acid [(3S)-1-[(E)-4-(dimethylamino) but-2-enoyl]Pyrrolidin-3-yl]Ester